N-(4-(dibenzo[b,d]thiophen-2-yl)phenyl)-3-methyl-[1,1'-biphenyl]-4-amine C1=C(C=CC=2SC3=C(C21)C=CC=C3)C3=CC=C(C=C3)NC3=C(C=C(C=C3)C3=CC=CC=C3)C